2-palmitoyl-glycero-3-phosphate C(CCCCCCCCCCCCCCC)(=O)OC(CO)COP(=O)(O)O